COC=1C=C(C=CC1)[C@H]1C[C@H]([C@H]2[C@@H]1OC(O2)(C)C)N2C=CC1=C2N=C(N=C1Cl)Cl 7-[(3aS,4R,6R,6aR)-6-(3-methoxyphenyl)-2,2-dimethyl-tetrahydro-3aH-cyclopenta[d][1,3]dioxol-4-yl]-2,4-dichloropyrrolo[2,3-d]pyrimidine